NC=1C(=NON1)N1N=NC(=C1)C(=O)NNCC1=C(C=C(C=C1)C(F)(F)F)[N+](=O)[O-] 1-(4-amino-1,2,5-oxadiazol-3-yl)-N'-(2-nitro-4-(trifluoromethyl)benzyl)-1H-1,2,3-triazole-4-carbohydrazide